5-pyridin-4-yl-1,3,4-oxadiazol-2-amine N1=CC=C(C=C1)C1=NN=C(O1)N